L-1-phenyl-2-thiourea C1(=CC=CC=C1)NC(=S)N